N-[1-[[2-chloro-5-[3-(2-hydroxy-1,1-dimethyl-ethyl)phenyl]phenyl]methyl]-2-[4-(4-methyl-1,2,4-triazol-3-yl)anilino]-2-oxo-ethyl]-2-methyl-pyrazole-3-carboxamide ClC1=C(C=C(C=C1)C1=CC(=CC=C1)C(CO)(C)C)CC(C(=O)NC1=CC=C(C=C1)C1=NN=CN1C)NC(=O)C=1N(N=CC1)C